ClC1=NC(=NC(=N1)N(CCCCCCCC)CCCCCCCC)OCCCCCCCC 2-chloro-4-dioctylamino-6-octyloxy-1,3,5-triazine